1-{1-[5-Chloro-3-(1-isopropylazetidin-3-yl)-2-methoxy-4-methylphenyl]ethyl}-3-methyl-1H-pyrazolo[3,4-d]pyrimidin-4-amine ClC=1C(=C(C(=C(C1)C(C)N1N=C(C=2C1=NC=NC2N)C)OC)C2CN(C2)C(C)C)C